2-ethynyl-9,9-dioctyl-9H-fluorene C(#C)C1=CC=2C(C3=CC=CC=C3C2C=C1)(CCCCCCCC)CCCCCCCC